ethylene-bis-stearamide C(CCCCCCCCCCCCCCCCCCC(=O)N)CCCCCCCCCCCCCCCCCC(=O)N